1-oxidoquinolin-1-ium-5-carbonitrile [O-][N+]1=CC=CC=2C(=CC=CC12)C#N